C1(CC1)S(=O)(=O)C1=C(C(=O)N)C=CC(=C1NCC1=C(C=CC=C1C)C)C(F)(F)F (cyclopropylsulfonyl)-3-((2,6-dimethylbenzyl)amino)-4-trifluoromethylbenzamide